FC1=C(C(=O)N[C@@H](C(N2CCC3(CC2)C(CNC(C3)=O)C3=CC=CC=C3)=O)C(C)C)C=C(C=C1)C(F)(F)F 2-fluoro-N-((2R)-3-methyl-1-oxo-1-(10-oxo-7-phenyl-3,9-diazaspiro[5.5]undecan-3-yl)butan-2-yl)-5-(trifluoromethyl)benzamide